ethyl 4-(trans-4-((t-butoxycarbonyl) amino) cyclohexyl)-3-oxobutyrate C(C)(C)(C)OC(=O)N[C@@H]1CC[C@H](CC1)CC(CC(=O)OCC)=O